C[C@@H]1CCNC(OCCN2N=CC(C3=NNC4=CC=C(O1)C=C34)=C2)=O (13R)-13-methyl-8,14-dioxa-4,5,10,19,20-pentaazatetracyclo[13.5.2.12,5.018,21]tricosa-1(20),2(23),3,15,17,21-hexaen-9-one